N-(3-((6-(4-morpholinylphenyl)-7H-pyrrolo[2,3-d]pyrimidin-4-yl)oxy)phenyl)acrylamide N1(CCOCC1)C1=CC=C(C=C1)C1=CC2=C(N=CN=C2OC=2C=C(C=CC2)NC(C=C)=O)N1